hexylidenepiperidine bromide [Br-].C(CCCCC)=C1NCCCC1